C(C)(=O)OCC1=NC=CC(=C1)C=1C(=NN2C1CN(CC2)C(C)=O)C2=CC=C(C=C2)F (4-(5-acetyl-2-(4-fluorophenyl)-4,5,6,7-tetrahydropyrazolo[1,5-a]pyrazin-3-yl)pyridin-2-yl)methyl acetate